N-Succinimidyl S-Acetylthioglycolate CC(=O)SCC(=O)ON1C(=O)CCC1=O